5-((1H-pyrazol-1-yl)methyl)-N-((5-(1-hydroxy-2-methylpropan-2-yl)-2-methoxyphenyl)sulfonyl)-6-methoxypicolinamide N1(N=CC=C1)CC=1C=CC(=NC1OC)C(=O)NS(=O)(=O)C1=C(C=CC(=C1)C(CO)(C)C)OC